3-isobutylpropyl-triethoxysilane C(C(C)C)CCC[Si](OCC)(OCC)OCC